COC=1C=C(C=CC1OCCCCC)NC=1C=CC2=C(OCC(N2C)=O)C1 7-((3-Methoxy-4-(pentyloxy)phenyl)amino)-4-methyl-2H-benzo[b][1,4]oxazin-3(4H)-one